BrC=1C=CC(=NC1OC)NCSNC(C1=CC=CC=C1)=O N-((5-bromo-6-methoxypyridin-2-yl)aminomethylthio)benzamide